holmium trihydrate O.O.O.[Ho]